C(C)N(C(=O)ON1CCC1)CC ((diethylcarbamoyl)oxy)azetidin